NC1=NN=C(N1N[N+](=O)[O-])C1=NNN=C1[N+](=O)[O-] N-(3-amino-5-(5-nitro-2H-1,2,3-triazole-4-yl)-4H-1,2,4-triazole-4-yl)nitramide